C12ON(C(C=C1)CC2)C(=O)C2=CC=CC=C2 (2-oxa-3-azabicyclo[2.2.2]oct-5-en-3-yl)(phenyl)methanone